N-(2-hydroxyethyl)-N,N',N'-triethylethylenediamine OCCN(CCN(CC)CC)CC